FC1(CN(CCC1)C1=NC(=CC(=N1)C=1C=NN(C1)C1=C(C=C(C=C1)NS(=O)(=O)CCO)N1CCC2(CC2)CC1)C)F N-(4-(4-(2-(3,3-difluoropiperidin-1-yl)-6-methylpyrimidin-4-yl)-1H-pyrazol-1-yl)-3-(6-azaspiro[2.5]octan-6-yl)phenyl)-2-hydroxyethane-1-sulfonamide